(R)-1-(5-cyano-2,4-dioxo-1,4-dihydroquinazolin-3(2H)-yl)-N-(1-(5-cyano-3-fluoropyridin-2-yl)ethyl)cyclopropane-1-carboxamide C(#N)C1=C2C(N(C(NC2=CC=C1)=O)C1(CC1)C(=O)N[C@H](C)C1=NC=C(C=C1F)C#N)=O